ClC1=C(C=C2C(=C(N(C2=C1F)C)C1=NC(=NN1)N1C[C@@H](CC1)O)N1C=NC=C1)OC (R)-1-(5-(6-chloro-7-fluoro-3-(1H-imidazol-1-yl)-5-methoxy-1-methyl-1H-indol-2-yl)-1H-1,2,4-triazol-3-yl)pyrrolidin-3-ol